N-(4-(3-chloro-4-fluorophenyl)-5-phenylthiazol-2-yl)-5-((2-hydroxy-3-methoxybenzyl)amino)-3-methylpyridine-2-sulfonamide ClC=1C=C(C=CC1F)C=1N=C(SC1C1=CC=CC=C1)NS(=O)(=O)C1=NC=C(C=C1C)NCC1=C(C(=CC=C1)OC)O